3-((Diphenylmethylene)amino)-6,7-difluoro-8-(methoxy-d3)naphthalen-1-yl trifluoromethanesulfonate FC(S(=O)(=O)OC1=CC(=CC2=CC(=C(C(=C12)OC([2H])([2H])[2H])F)F)N=C(C1=CC=CC=C1)C1=CC=CC=C1)(F)F